methyl (R)-4-((tert-butoxycarbonyl) amino)-2-methoxybutyrate hydrochloride Cl.C(C)(C)(C)OC(=O)NCC[C@H](C(=O)OC)OC